C(C)(C)(C)S(=O)(=O)C=1C=C2C(=NC=NC2=CC1OC)Cl 6-(tert-butylsulfonyl)-4-chloro-7-methoxyquinazoline